S1N=C(C2=C1C=CC=C2)N2CCN(CC2)CCN2C(C=1N(CC2)C(=C(C1)C)C)=O 2-[2-(4-benzo[d]isothiazol-3-yl-piperazin-1-yl)-ethyl]-6,7-dimethyl-3,4-dihydro-2H-pyrrolo[1,2-a]pyrazin-1-one